C([C@@H]1[C@H]([C@@H]([C@H]([C@H](O1)OC(CO)COP(=O)(O)O)O)O)O)O.C(C(COP(=O)(O)O)O)O The molecule is a glycopolymer composed of a poly(glycerol phosphate) backbone which is randomly glycosylated by alpha-D-glucosyl residues at the secondary hydroxy positions. It is a conjugate acid of an O-(alpha-D-glucosyl) poly[glycerol phosphate(1-)].